tert-butyl 4-(6-(6-methoxy-2-methyl-2H-indazole-5-carboxamido) pyridin-3-yl)piperazine-1-carboxylate COC=1C(=CC2=CN(N=C2C1)C)C(=O)NC1=CC=C(C=N1)N1CCN(CC1)C(=O)OC(C)(C)C